C(C1=CC=CC=C1)N(C(OC(C)(C)C)=O)C1=NC(=NN2C1=NC=C2)Cl tert-butyl N-benzyl-N-{2-chloroimidazo[2,1-f][1,2,4]triazin-4-yl}carbamate